C(C)O[Si](CCSSSSCC[Si](C)(C)OCC)(C)C Bis(2-monoethoxy dimethylsilylethyl) tetrasulfide